(3S)-4-amino-3-methyl-N-((1R)-spiro[2.5]oct-1-yl)-N-((5-(trifluoromethyl)-2-pyridinyl)methyl)-1,3-dihydrofuro[3,4-c]quinoline-8-carboxamide NC1=NC=2C=CC(=CC2C2=C1[C@@H](OC2)C)C(=O)N(CC2=NC=C(C=C2)C(F)(F)F)[C@@H]2CC21CCCCC1